N(=[N+]=[N-])C1=NC(=C2NC=NC2=N1)N azidoadenine